CC1=CC=C(C=C1)S(=O)(=O)OC1=C(C=CC=C1)NC(=O)NC1=CC(=CC=C1)OS(=O)(=O)C1=C(C=C(C=C1C)C)C N-[2-(p-toluenesulfonyloxy)phenyl]-N'-[3-(mesitylenesulfonyloxy)phenyl]urea